3-[3-[4-(2-Carboxy-2-prop-2-enoxyethoxy)phenyl]-3-oxoprop-1-enyl]benzoic acid C(=O)(O)C(COC1=CC=C(C=C1)C(C=CC=1C=C(C(=O)O)C=CC1)=O)OCC=C